BrC=1C=CC2=C(N(N=C2C1)CC(=O)OC(C)(C)C)C tert-butyl 2-(6-bromo-3-methylindazol-2-yl)acetate